OC1(CC(C1)C(=O)N1CC2(C1)CC(C2)CC=2C=NC=CC2)C ((1s,3s)-3-Hydroxy-3-methylcyclobutyl)(6-(pyridin-3-ylmethyl)-2-azaspiro[3.3]heptan-2-yl)methanon